C(CCCCC)NC=1C(=CC=CC1)C N-hexyl-toluidine